NC(COC=1C=CC(=C(C(=O)NC2(CC2)C2=CC=CC3=CC=CC=C23)C1)C)(C)C 5-(2-Amino-2-methylpropoxy)-2-methyl-N-(1-(naphthalen-1-yl)cyclopropyl)benzamide